2-((4-(2-(4-chloro-2-fluorophenyl)-2-methylbenzo[d][1,3]dioxol-4-yl)piperidin-1-yl)methyl)-3-(cyclopentyloxy)-5-(5-(trifluoromethyl)-4H-1,2,4-triazol-3-yl)pyridine ClC1=CC(=C(C=C1)C1(OC2=C(O1)C=CC=C2C2CCN(CC2)CC2=NC=C(C=C2OC2CCCC2)C2=NN=C(N2)C(F)(F)F)C)F